FC1=C(C#N)C=CC(=C1F)C 2,3-difluoro-4-methyl-benzonitrile